Tungsten oxide tetrachloride [Cl-].[Cl-].[Cl-].[Cl-].[W+4]=O